(S)-1-(2-(1-(4-(2-fluoro-3-methoxyphenoxy)phenyl)imidazo[1,5-a]pyrazin-3-yl)pyrrolidin-1-yl)but-2-yn-1-one FC1=C(OC2=CC=C(C=C2)C=2N=C(N3C2C=NC=C3)[C@H]3N(CCC3)C(C#CC)=O)C=CC=C1OC